N-(2,6-dimethyl-phenyl)-4-[5-methylsulfanyl-4-(4-trifluoromethoxy-phenyl)-pyrimidin-2-ylamino]-benzamide CC1=C(C(=CC=C1)C)NC(C1=CC=C(C=C1)NC1=NC=C(C(=N1)C1=CC=C(C=C1)OC(F)(F)F)SC)=O